benzyl (1S,4S,5R)-5-[[4-cyclopropyl-1-(2,6-difluorophenyl)-1H-pyrazol-5-yl]methoxy]-2-azabicyclo[2.2.1]heptane-2-carboxylate C1(CC1)C=1C=NN(C1CO[C@H]1[C@@H]2CN([C@H](C1)C2)C(=O)OCC2=CC=CC=C2)C2=C(C=CC=C2F)F